CC1(CCC=2C=C(C=NC2C1)NC1=NC(=NC=C1)NC1=CC=C(C=C1)OCCCN1CCOCC1)C 4-(7,7-dimethyl-5,6,7,8-tetrahydro-3-quinolylamino)-2-[p-(3-morpholinopropoxy)phenylamino]pyrimidine